2,2,6,6-tetramethyl-4,4-biphenol CC1(C(C(C=C(C1)C1=CC=C(C=C1)O)(C)C)O)C